N-(5-(4,4-difluoropiperidin-1-yl)-3-methyl-[1,2,4]triazolo[4,3-c]pyrimidine-7-yl)-4-(2-hydroxyethylsulfonylamino)-2-(6-azaspiro[2.5]octane-6-yl)benzamide FC1(CCN(CC1)C1=NC(=CC=2N1C(=NN2)C)NC(C2=C(C=C(C=C2)NS(=O)(=O)CCO)N2CCC1(CC1)CC2)=O)F